6-(methylamino)-9-oxidopurin CNC1=C2NC=[N+](C2=NC=N1)[O-]